2-(4-(3-isopropyl-2-(8-methoxy-[1,2,4]triazolo[1,5-a]pyridin-6-yl)-1H-pyrrolo[2,3-c]pyridin-5-yl)piperidin-1-yl)-N-methylacetamide C(C)(C)C1=C(NC2=CN=C(C=C21)C2CCN(CC2)CC(=O)NC)C=2C=C(C=1N(C2)N=CN1)OC